C(C)(C)(C)OC(NC1=CC(=NC=C1OCC)NC(CCOC)=O)=O (5-Ethoxy-2-(3-methoxypropionylamino)pyridin-4-yl)carbamic acid tert-butyl ester